C/C(/C(=O)NC=1C=C2C(=CN1)NC=C2)=C\C (E)-2-methyl-N-(1H-pyrrolo[2,3-c]pyridin-5-yl)but-2-enamide